FC(C1=C(CO)C=CC=C1)(F)F 2-Trifluoromethylbenzyl alcohol